6-fluoro-4-[4-(5-{[(1S,2R,3R,5R)-2-fluoro-1,5-dimethyl-9-azabicyclo[3.3.1]nonan-3-yl](methyl)amino}pyrazin-2-yl)-3-hydroxyphenyl]-1-methyl-1,2-dihydropyridin-2-one FC1=CC(=CC(N1C)=O)C1=CC(=C(C=C1)C1=NC=C(N=C1)N(C)[C@H]1[C@H]([C@@]2(CCC[C@](C1)(N2)C)C)F)O